3-(benzyloxy)-1-hydroxyethyl-4-oxo-1,4-dihydropyridine-2-carboxylic acid C(C1=CC=CC=C1)OC1=C(N(C=CC1=O)C(C)O)C(=O)O